N-(2-(1-piperidinyl)ethyl)-2-(3-cyano-4-isobutoxyphenyl)-4-methylthiazole-5-carboxamide hydrochloride Cl.N1(CCCCC1)CCNC(=O)C1=C(N=C(S1)C1=CC(=C(C=C1)OCC(C)C)C#N)C